N-Hydroxy-4-({2-[(methylsulfonyl)amino]ethyl}amino)-1,2,5-oxadiazole-3-carboximidamide ONC(=N)C1=NON=C1NCCNS(=O)(=O)C